N1(N=CN=C1)CC1=CC=C(C=C1)C1=NOC(=N1)C(F)(F)F 3-[4-(1,2,4-triazol-1-ylmethyl)phenyl]-5-(trifluoromethyl)-1,2,4-oxadiazole